ClC1=NC=CC(=C1)C=1NC=C(N1)C1=CC=C(C=C1)N1CCCC1 2-chloro-4-{4-[4-(pyrrolidin-1-yl)phenyl]-1H-imidazol-2-yl}pyridine